NC1C=2N=CN(C2N=C(N1)I)C1OC(CC1)CO 2-(6-amino-2-iodo-1,6-dihydro-9H-purin-9-yl)-5-(hydroxymethyl)tetrahydrofuran